N[C@@H](CCC(=O)NCC)C(=O)O.[Au] gold theanine